CC1(NC(COC1=O)C)C 3,3,5-trimethyl-2-morpholinone